COC1=CC=C(C=C1)C1=C(CC(O1)CSC)S(=O)(=O)C1=CC=C(C=C1)C 5-(4-methoxyphenyl)-2-((methylthio)methyl)-4-(4-methylphenyl)sulfonyl-2,3-dihydrofuran